PYRIDINE-2,4-DIONE N1C(CC(C=C1)=O)=O